3-(2-(4-(4-((1H-1,2,3-triazol-4-yl)methoxy)-2-fluorophenyl)-piperazine-1-yl)ethyl)-5-amino-8-(furan-2-yl)thiazolo[5,4-e][1,2,4]Triazolo[1,5-c]Pyrimidin-2(3H)-one N1N=NC(=C1)COC1=CC(=C(C=C1)N1CCN(CC1)CCN1C(SC=2C=3N(C(=NC21)N)N=C(N3)C=3OC=CC3)=O)F